C(CCCC)C12CCC(CC1)(CC2)C(=O)O 4-pentylbicyclo(2.2.2)octane-1-carboxylic acid